3-(3-(4-(aminomethyl)phenyl)-5-cyclopropyl-3H-imidazo[4,5-b]pyridin-2-yl)pyridin-2-amine NCC1=CC=C(C=C1)N1C(=NC=2C1=NC(=CC2)C2CC2)C=2C(=NC=CC2)N